C1(CCC1)N(C1=C(C(=NC=2N1N=CN2)C)CC2=CC=C(C=C2)[SH2](=O)C=N)C (4-({7-[cyclobutyl(methyl)amino]-5-methyl-[1,2,4]triazolo[1,5-a]pyrimidin-6-yl}methyl)phenyl)(imino)methyl-λ6-sulfanone